FC1=C(C=CC(=N1)C(=O)NC([2H])([2H])[2H])N1CCN(CC1)CC=1C=C2NC(C(=NC2=CC1)C(C)C)=O 6-fluoro-5-(4-((2-isopropyl-3-oxo-4H-quinoxalin-6-yl)methyl)piperazin-1-yl)-N-(methyl-d3)pyridine-2-carboxamide